2-(tert-Butoxycarbonyl)-2,3-dihydro-1H-isoindole-5,6-dicarboxylic acid C(C)(C)(C)OC(=O)N1CC2=CC(=C(C=C2C1)C(=O)O)C(=O)O